CC=1C=NC=2CCNCC2C1 3-Methyl-5,6,7,8-tetrahydro-1,6-naphthyridine